BrC=1C=C(C=CC1F)C1=NNC(=C1CC1=CC(=C(C=C1)S(=O)(=O)N(CC1=CC=C(C=C1)OC)CC1=CC=C(C=C1)OC)F)CC1CC1 4-[[3-(3-bromo-4-fluorophenyl)-5-(cyclopropylmethyl)-1H-pyrazol-4-yl]methyl]-2-fluoro-N,N-bis[(4-methoxyphenyl)methyl]benzenesulfonamide